(2Z)-4-[(tert-butyldiphenylsilyl)oxy]but-2-en-1-ol [Si](C1=CC=CC=C1)(C1=CC=CC=C1)(C(C)(C)C)OC\C=C/CO